FC(OC=1C=C(C=CC1)C1=CC(=CO1)C(=O)NC1=NC(=NS1)CC(C)N1CCN(CC1)C)(F)F 5-(3-(trifluoromethoxy)phenyl)-N-(3-(2-(4-methylpiperazin-1-yl)propyl)-1,2,4-thiadiazol-5-yl)furan-3-carboxamide